1,1-dimethoxy-2-methyl-undecane COC(C(CCCCCCCCC)C)OC